1-({[(1R)-1-(4-Chlorophenyl)-2-[(5-chloropyridin-2-yl)methyl]-7-fluoro-5-(2-hydroxy-1-methoxypropan-2-yl)-3-oxo-2,3-dihydro-1H-isoindol-1-yl]oxy}methyl)cyclopropan-1-carboxamid ClC1=CC=C(C=C1)[C@@]1(N(C(C2=CC(=CC(=C12)F)C(COC)(C)O)=O)CC1=NC=C(C=C1)Cl)OCC1(CC1)C(=O)N